NC1=C(C(=NN1C(C(F)(F)F)C)C1=C(C=C(C=C1)Br)F)C#N 5-amino-3-(4-bromo-2-fluoro-phenyl)-1-(2,2,2-trifluoro-1-methyl-ethyl)pyrazole-4-carbonitrile